3-naphthalenedioleate C1(=CC(=CC2=CC=CC=C12)CCCCCCCC\C=C/CCCCCCCC(=O)[O-])CCCCCCCC\C=C/CCCCCCCC(=O)[O-]